BrC1=C(C=C2C(=NC=NC2=C1F)C1CN(C1)C(=O)OC(C)(C)C)Cl tert-Butyl 3-(7-bromo-6-chloro-8-fluoro-quinazolin-4-yl)azetidine-1-carboxylate